Rac-(R)-2-(1H-imidazole-1-carbonyl)pyrrolidine-1-carboxylic acid tert-butyl ester C(C)(C)(C)OC(=O)N1[C@H](CCC1)C(=O)N1C=NC=C1 |r|